Cl.C(C=C)N Propan-2-en-1-amine hydrochloride